N[C@H]1C\C=C/C[C@@H]2N(C1=O)[C@@H](CC2)C(=O)N(C2=CC=CC=C2)C (3S,6S,10aR,Z)-6-amino-N-methyl-5-oxo-N-phenyl-1,2,3,5,6,7,10,10a-octahydropyrrolo[1,2-a]azocine-3-carboxamide